3-(6-hydroxyhexyl)pyrazine-2-carboxylic acid tert-butyl ester C(C)(C)(C)OC(=O)C1=NC=CN=C1CCCCCCO